CC1(CC=C(CC1)C1=NC(=C2C(=N1)N(N=C2)C2=CC=C(C=C2)OC)NC(=O)C=2SC(=CC2)[N+](=O)[O-])C N-(6-(4,4-dimethylcyclohex-1-en-1-yl)-1-(4-methoxyphenyl)-1H-pyrazolo[3,4-d]pyrimidin-4-yl)-5-nitrothiophene-2-carboxamide